CCCOC(=O)C1=CC=C(C=C1)O p-Hydroxybenzoic acid propyl ester